BrC1=CC=C(C(=C1NC)CC1=C(C=CC=C1)C)F 6-bromo-3-fluoro-N-methyl-2-((2-methylphenyl)methyl)aniline